methyl (1S,3S)-3-((2-bromo-4-methylpyrimidin-5-yl)oxy)cyclohexanecarboxylate BrC1=NC=C(C(=N1)C)O[C@@H]1C[C@H](CCC1)C(=O)OC